2-octyl-4,5-Dichloroisothiazolone C(CCCCCCC)N1S(C(=C(C1)Cl)Cl)=O